CC1CN(CC(N1CC(F)(F)F)C)C1=C(C=C(C=C1)NC1CC(C1)N)F N1-(4-(3,5-dimethyl-4-(2,2,2-trifluoroethyl)piperazin-1-yl)-3-fluorophenyl)cyclobutane-1,3-diamine